N,4-dimethyl-1-oxa-3,8-diazaspiro[4.5]decane-8-carboxamide CNC(=O)N1CCC2(C(NCO2)C)CC1